P(=O)(O)(O)OC=1C(=C2C=CC=CC2=CC1)C1=CC=CC2=CC=CC=C12 (S)-binaphthol phosphate